2',6-difluoro-4-methoxycarbonyl-[1,1'-biphenyl]-6'-carbaldehyde FC1=C(C(=CC=C1)C=O)C1=CC=C(C=C1F)C(=O)OC